N1=CC=C(C=C1)NC(=O)C1CCCCC1 N-(4-pyridyl)cyclohexanecarboxamide